titanium-gold aluminum [Al].[Au].[Ti]